FC=1C=C(C=CC1)N1N=C(N=C1)CNC 1-(1-(3-fluorophenyl)-1H-1,2,4-triazol-3-yl)-N-methylmethanamine